C1(=CC=CC=C1)C1=NC(=NC(=N1)C1=CC=CC=C1)C1=C(C=C(C=C1)OCCOC(C(CCCC)CC)=O)O 2-(4,6-diphenyl-1,3,5-triazin-2-yl)-5-[2-(2-ethylhexoyloxy)ethoxy]-phenol